1-aza-3,7-dioxabicyclo[3.3.0]octane N12COCC2COC1